C1(=CC=CC=C1)C1=CC=2C(=NC=CC2NC(=O)C2CCC(CC2)C(C)NC(OC(C)(C)C)=O)N1COCC[Si](C)(C)C tert-butyl (1-((1r,4r)-4-((2-phenyl-1-((2-(tri-methylsilyl)ethoxy)methyl)-1H-pyrrolo[2,3-b]pyridin-4-yl)carbamoyl)cyclohexyl)ethyl)carbamate